2-[(4-Chloro-2,5-difluoro-phenyl)-hydroxy-methylene]malononitrile ClC1=CC(=C(C=C1F)C(=C(C#N)C#N)O)F